6-Chloro-3-[(1R)-1-[3,6-dimethyl-2-[2-(oxetan-3-yl)indazol-5-yl]-4-oxo-chromen-8-yl]ethoxy]pyridine-2-carboxamide ClC1=CC=C(C(=N1)C(=O)N)O[C@H](C)C=1C=C(C=C2C(C(=C(OC12)C1=CC2=CN(N=C2C=C1)C1COC1)C)=O)C